C(CCCCC)(=O)OC(CC)N1C(=NC=2N(C(N(C(C12)=O)CCC)=O)CC)C=1C=NN(C1)CC1=CC(=CC=C1)C(F)(F)F 1-(3-ethyl-2,6-dioxo-1-propyl-8-(1-(3-(trifluoromethyl)benzyl)-1H-pyrazol-4-yl)-1,2,3,6-tetrahydro-7H-purin-7-yl)propyl hexanoate